(1R,3R,5R)-2-(3-(ethylsulfonyl)benzoyl)-N-((R)-3-oxetanyl(4-(trifluoromethyl)phenyl)methyl)-2-azabicyclo[3.1.0]hexane-3-carboxamide C(C)S(=O)(=O)C=1C=C(C(=O)N2[C@@H]3C[C@@H]3C[C@@H]2C(=O)N[C@@H](C2=CC=C(C=C2)C(F)(F)F)C2COC2)C=CC1